C(C)OC(=O)C1(CC1)COCC1=CC=CC=C1 1-(benzyloxymethyl)cyclopropanecarboxylic acid ethyl ester